FC=1C=C2CN(C(C2=CC1OCC1=NC=C(C=C1)OC)=O)C1=NN(C(C=C1)=O)C 5-fluoro-6-[(5-methoxypyridin-2-yl)methoxy]-2-(1-methyl-6-oxo-1,6-dihydropyridazin-3-yl)-2,3-dihydro-1H-isoindol-1-one